NC1=NC(N(C=C1C)[C@@H]1[C@@H]([C@H]([C@@H](O1)CO[P@](=O)(OC1=CC=CC=C1)N[C@@H](C)C(=O)OC(C)C)O)F)=O isopropyl ((S)-(((2S,3S,4R,5S)-5-(4-amino-5-methyl-2-oxopyrimidin-1(2H)-yl)-4-fluoro-3-hydroxytetrahydrofuran-2-yl)methoxy)(phenoxy)phosphoryl)-L-alaninate